(2R)-2-(2-Methoxyethylamino)-4-methyl-N-[4-(1H-pyrrolo[2,3-b]pyridin-4-yl)phenyl]pentanamide COCCN[C@@H](C(=O)NC1=CC=C(C=C1)C1=C2C(=NC=C1)NC=C2)CC(C)C